C(C1=CC=CC=C1)N([C@H]1C[C@@H]2N([C@H](OC2)C2=CC=CC=C2)C1=O)CC1=CC=CC=C1 (3R,6S,7aS)-6-(dibenzylamino)-3-phenyltetrahydropyrrolo[1,2-c]oxazol-5(3H)-one